2-(1-hydroxypent-4-en-2-yl)isoindoline-1,3-dione OCC(CC=C)N1C(C2=CC=CC=C2C1=O)=O